α,α-dihydroxy-1,3-diisopropylbenzene CC(C)(C1=CC(=CC=C1)C(C)(C)O)O